C(C)OS(=O)(=O)C ethylmethyl-sulphonate